di(5-ethyl-5-hexenyl) phthalate C(C=1C(C(=O)OCCCCC(=C)CC)=CC=CC1)(=O)OCCCCC(=C)CC